Dikalium 4,4'-bis(phenylamino)-1,1'-binaphthalen-5,5'-disulfonat C1(=CC=CC=C1)NC1=CC=C(C=2C=CC=C(C12)S(=O)(=O)[O-])C1=CC=C(C=2C(=CC=CC12)S(=O)(=O)[O-])NC1=CC=CC=C1.[K+].[K+]